ClC=1C=C2C(=CC(=NC2=CC1)C(F)(F)F)NCC1(CN(C1)C(=O)NC([2H])([2H])[2H])N1N=CC(=C1)F 3-(((6-chloro-2-(trifluoromethyl)quinolin-4-yl)amino)methyl)-3-(4-fluoro-1H-pyrazol-1-yl)-N-(methyl-d3)azetidine-1-carboxamide